FC1=C(C(=CC(=C1)OC)F)C=1C(N(N(C1)C)C1=CC(=CC(=C1)OC)OC)=O (2,6-difluoro-4-methoxyphenyl)-2-(3,5-dimethoxyphenyl)-1-methyl-1,2-dihydro-3H-pyrazol-3-one